3-(((2'-chloro-4,5,5',6'-tetrahydro-2H-spiro[furan-3,8'-pyrano[3,4-b]pyridin]-4'-yl)oxy)methyl)oxetane-3-carbonitrile ClC1=CC(=C2C(=N1)C1(OCC2)COCC1)OCC1(COC1)C#N